C(C)(C)(C)OC([C@H](C)N(C1=C(C(=NC(=N1)NCC=1C=NN(C1)CC=1C=NC(=CC1)C(F)(F)F)C(=O)OCC)[N+](=O)[O-])C)=O Ethyl (S)-6-((1-(tert-butoxy)-1-oxopropan-2-yl)(methyl)amino)-5-nitro-2-(((1-((6-(trifluoromethyl)pyridin-3-yl)methyl)-1H-pyrazol-4-yl)methyl)amino)pyrimidine-4-carboxylate